COC(C1=C(C=CC(=C1)C(F)(F)F)Br)=O bromo-5-(trifluoromethyl)-benzoic acid methyl ester